N-((3R,4S)-4-((8-(4-cyano-4-methyl-piperidin-1-yl)-6-(2,6-dichloro-3,5-dimethoxyphenyl)pyrido[3,4-d]pyrimidin-2-yl)amino)tetrahydrofuran-3-yl)acrylamide C(#N)C1(CCN(CC1)C1=NC(=CC2=C1N=C(N=C2)N[C@H]2[C@H](COC2)NC(C=C)=O)C2=C(C(=CC(=C2Cl)OC)OC)Cl)C